(Z)-panthenol OCCCNC([C@H](O)C(C)(C)CO)=O